C(C)(C)(C)OC(=O)NC(C(=O)OC)=CC1CCCC2=C1N=CS2 methyl 2-((tert-butoxycarbonyl)amino)-3-(4,5,6,7-tetrahydrobenzo[d]thiazol-4-yl)acrylate